FC1=CC(=C(C=C1F)[C@@H](N1C(C2=CC=CC=C2C1)=O)C=1NC2=CC=CC=C2C1)OC (R)-2-((4,5-difluoro-2-methoxyphenyl)(1H-indol-2-yl)methyl)isoindolin-1-one